(3-bromo-1-(2,6-difluorophenyl-1,2-dihydro-6-methyl-2-oxopyridin-4-yloxy) methyl)-5-fluorobenzylcarbamate BrC=1C(N(C(=CC1OCOC(NCC1=CC=CC(=C1)F)=O)C)C1=C(C=CC=C1F)F)=O